ClC1=CC(=C(OCC2=CC=CC(=N2)OC2CCN(CC2)C=C2NC3=C(N2C[C@H]2OCC2)C=C(C=C3)C(=O)OC)C=C1)F methyl (S)-2-((4-((6-((4-chloro-2-fluorophenoxy)methyl)pyridin-2-yl)oxy)piperidin-1-yl)methyl-yl)-1-(oxetan-2-ylmethyl)-1H-benzo[d]imidazole-6-carboxylate